5-tert-butyl 3-ethyl 2-(2-(chloromethyl)allyl)-6,7-dihydro-2H-pyrazolo[4,3-c]pyridine-3,5(4H)-dicarboxylate ClCC(CN1N=C2C(CN(CC2)C(=O)OC(C)(C)C)=C1C(=O)OCC)=C